(5-chloro-6-((3-methylisoxazol-5-yl)methoxy)-1H-indol-2-yl)methanamine hydrochloride Cl.ClC=1C=C2C=C(NC2=CC1OCC1=CC(=NO1)C)CN